sec-pentyl acrylate C(C=C)(=O)OC(C)CCC